C1(=CC=CC=2C3=CC=CC=C3C=CC12)C1=C(C2=CC3=CC=CC=C3C=C2C=C1)C1=COC=2C1=CC=C1C2C=CC2=CC=CC=C21 (phenanthrenyl)(naphthobenzofuranyl)anthracene